3-chloro-5,6,7,8-tetrahydrocinnoline-4-carboxylic acid ethyl ester C(C)OC(=O)C1=C(N=NC=2CCCCC12)Cl